N-((2R,3S)-1-(6-methylpyrazin-2-yl)-2-((((CIS)-4-phenylcyclohexyl)oxy)methyl)pyrrolidin-3-yl)methanesulfonamide CC1=CN=CC(=N1)N1[C@H]([C@H](CC1)NS(=O)(=O)C)CO[C@@H]1CC[C@@H](CC1)C1=CC=CC=C1